[5-METHYL-2-(OXAN-2-YLMETHOXY)PHENYL]BORANEDIOL CC=1C=CC(=C(C1)B(O)O)OCC1OCCCC1